C(CCC)[Si](C1=CC=C(C=C1)P(N(P(C1=CC=C(C=C1)[Si](CCCC)(CCCC)CCCC)C1=CC=CC2=C1OC1=C2C=CC=C1)C1CCCCC1)C1=CC=C(C=C1)[Si](CCCC)(CCCC)CCCC)(CCCC)CCCC N-(bis(4-(tributylsilyl)phenyl)phosphaneyl)-N-cyclohexyl-1-(dibenzo[b,d]furan-4-yl)-1-(4-(tributylsilyl)phenyl)phosphanamine